4-(3-bromophenyl)-7,9-di-tert-butyl-3-phenyl-1-oxa-2-azaspiro[4.5]deca-2,6,9-trien-8-one BrC=1C=C(C=CC1)C1C(=NOC12C=C(C(C(=C2)C(C)(C)C)=O)C(C)(C)C)C2=CC=CC=C2